(R)-N-((3R,4S)-1-(4-(((R)-1-(2,4-dichlorophenyl)ethyl)amino)-5-methyl-5H-pyrrolo[3,2-d]pyrimidin-2-yl)-3-hydroxypiperidin-4-yl)pyrrolidine-2-carboxamide ClC1=C(C=CC(=C1)Cl)[C@@H](C)NC=1C2=C(N=C(N1)N1C[C@H]([C@H](CC1)NC(=O)[C@@H]1NCCC1)O)C=CN2C